ClC=1C=C(C=C(C1)OCC)C1=CC=2N(C[C@H]3N(C2N=C1)CCN(C3)CCC(=O)O)S(=O)(=O)C3=CC(=CC=C3)C(F)(F)F (S)-3-(3-(3-chloro-5-ethoxyphenyl)-5-(3-(trifluoromethyl)phenylsulfonyl)-6a,7,9,10-tetrahydro-5H-pyrazino[1,2-a]pyrido[3,2-e]pyrazin-8(6H)-yl)propionic acid